ClC1=NC(=CC=C1C(=O)NS(=O)(=O)C1=C(C=CC=C1)C)N1N=C(C=C1)OCC1C2(C13CC3)CC2 2-Chloro-6-[3-(dispiro[2.0.24.13]heptan-7-ylmethoxy)pyrazol-1-yl]-N-(o-tolylsulfonyl)pyridine-3-carboxamide